N-(6-(3,5-difluoro-2-(hydroxymethyl)phenyl)imidazo[1,2-a]pyridin-2-yl)-2-fluorocyclopropane-1-carboxamide FC=1C(=C(C=C(C1)F)C=1C=CC=2N(C1)C=C(N2)NC(=O)C2C(C2)F)CO